CC1=CC=C(C=C1)S(=O)(=O)C1=CC=C(S1)C(=O)NCC1=CC(=NO1)C 5-(4-methylbenzene-1-sulfonyl)-N-[(3-methyl-1,2-oxazol-5-yl)methyl]thiophene-2-carboxamide